4-(5-(4-((4-(1-isopropyl-4-(trifluoromethyl)-1H-imidazol-2-yl)benzyl)-amino)imidazo[2,1-f][1,2,4]triazin-2-yl)pyrimidin-4-yl)-1-methylcyclohex-2-en-1-ol C(C)(C)N1C(=NC(=C1)C(F)(F)F)C1=CC=C(CNC2=NC(=NN3C2=NC=C3)C=3C(=NC=NC3)C3C=CC(CC3)(O)C)C=C1